N[C@@H](CC1=CNC=N1)C(=O)N[C@@H](CC[C@@H](O)CN)C(=O)O histidyl-hydroxylysine